2-methyl-4-(((R)-1-(3-nitro-5-(trifluoromethyl)phenyl)ethyl)amino)-6-(((S)-tetrahydrofuran-3-yl)oxy)quinazoline-7-carbonitrile CC1=NC2=CC(=C(C=C2C(=N1)N[C@H](C)C1=CC(=CC(=C1)C(F)(F)F)[N+](=O)[O-])O[C@@H]1COCC1)C#N